1-N'-(4-fluorophenyl)-1-N-[4-[7-(6-fluoropyridin-3-yl)quinolin-4-yl]Oxyphenyl]Cyclopropane-1,1-dicarboxamide hydrochloride Cl.FC1=CC=C(C=C1)NC(=O)C1(CC1)C(=O)NC1=CC=C(C=C1)OC1=CC=NC2=CC(=CC=C12)C=1C=NC(=CC1)F